ClC=1C=C(C=CC1)C1(CC=2C3=C(NC2C=C1)N=CN=C3N[C@@H]3CC[C@H](CC3)N3CCOCC3)C3=CC=NC=C3 6-(3-chlorophenyl)-N-(trans-4-morpholinocyclohexyl)-6-(pyridin-4-yl)-9H-pyrimido[4,5-b]indol-4-amine